C(C)S(=O)(=O)C1=C(SC2=C1SC=C2NC(C)=O)C2=NC1=C(C=NC(=C1)C(F)(F)F)N2C N-{6-(ethylsulfonyl)-5-[3-methyl-6-(trifluoromethyl)-3H-imidazo[4,5-c]pyridin-2-yl]thieno[3,2-b]thiophen-3-yl}acetamide